dimethoxymagnesium CO[Mg]OC